tert-butyl N-[3-[5-(4-chlorophenyl)-1,2,4-oxadiazol-3-yl]-1-bicyclo[1.1.1]pentanyl]carbamate ClC1=CC=C(C=C1)C1=NC(=NO1)C12CC(C1)(C2)NC(OC(C)(C)C)=O